C1(CCCCC1)(C(=O)[O-])C(=O)[O-] CYCLOHEXANEDICARBOXYLATE